tert-Butyl 7-[6-(trifluoromethyl)pyridazin-3-yl]oxy-2-azaspiro[3.5]nonane-2-carboxylate FC(C1=CC=C(N=N1)OC1CCC2(CN(C2)C(=O)OC(C)(C)C)CC1)(F)F